C(#N)C1=CC(=C(OCC2=C(C=CC(=N2)C23CN(CC3C2)C(=O)OC(C)(C)C)F)C=C1)F tert-Butyl 1-(6-((4-cyano-2-fluorophenoxy)methyl)-5-fluoropyridin-2-yl)-3-azabicyclo[3.1.0]hexane-3-carboxylate